N[C@H](C(=O)NC=1C=CC(=C(C1)S(=O)(=O)[O-])CO)C 5-[[(2S)-2-aminopropanoyl]amino]-2-(hydroxymethyl)benzenesulfonate